tris(2-ethyl-3-methyl-pentyl)aluminum C(C)C(C[Al](CC(C(CC)C)CC)CC(C(CC)C)CC)C(CC)C